7',8'-dihydro-5'h-spiro[1,3-dioxolan-2,6'-quinolin]-2'-yl triflate O(S(=O)(=O)C(F)(F)F)C1=NC=2CCC3(CC2C=C1)OCCO3